C(C)OC(=O)C=1N=NN(C1C1=CC=2NC3=CC=CC=C3C2C=C1)COCC[Si](C)(C)C.C(C)OC=1C=C2C(=NC(=NC2=CC1)C=1C=C(CNC(C(C)(C)C)=O)C=CC1)NC=1C=NN(C1)C N-(3-(6-Ethoxy-4-((1-methyl-1H-pyrazol-4-yl)amino)quinazolin-2-yl)-benzyl)pivalamide ethyl-5-(9H-carbazol-2-yl)-1-((2-(trimethylsilyl)ethoxy)methyl)-1H-1,2,3-triazole-4-carboxylate